methyl 1'-(cyclohexylmethyl)-5-methyl-2H-spiro[1-benzofuran-3,4'-piperidine]-6-carboxylate C1(CCCCC1)CN1CCC2(CC1)COC1=C2C=C(C(=C1)C(=O)OC)C